C1(=CC=CC=C1)CC(=O)N1[C@@H](CCC1)C(=O)NC1=CC=C(C=C1)C=1NC2=CC=C(C=C2C1C1=CC=CC=C1)NC(=O)[C@H]1N(CCC1)C(CC1=CC=CC=C1)=O (2S)-1-(phenylacetyl)-N-{4-[3-phenyl-5-({[(2S)-1-(phenylacetyl)pyrrolidin-2-yl]carbonyl}amino)-1H-indol-2-yl]phenyl}pyrrolidine-2-carboxamide